2-(4,6-dimethoxypyrimidine-2-oxy)benzaldehyde oxime COC1=NC(=NC(=C1)OC)OC1=C(C=NO)C=CC=C1